N=1C(=CN2C1C=CC=C2)CNC(CCN2C=NC1=C(NC=3C=CC(=CC13)C)C2=O)=O N-(imidazo[1,2-a]pyridin-2-ylmethyl)-3-(8-methyl-4-oxo-4,5-dihydro-3H-pyrimido[5,4-b]indol-3-yl)propanamide